ethyl 5-chloro-3-isopropyl-7-(1H-pyrazol-4-yl)pyrazolo[1,5-a]pyrimidine-2-carboxylate ClC1=NC=2N(C(=C1)C=1C=NNC1)N=C(C2C(C)C)C(=O)OCC